N(=C=O)C1(CC=C(C=C1)C1=CC=CC=C1)N=C=O 4,4-diisocyanatobiphenyl